2-chloro-5-{[(2,2-dimethylpropionyl)amino]methyl}-N-{1-[6-(2-methoxypropane-2-yl)pyridin-3-yl]-1H-indazol-4-yl}benzamide hydrochloride Cl.ClC1=C(C(=O)NC2=C3C=NN(C3=CC=C2)C=2C=NC(=CC2)C(C)(C)OC)C=C(C=C1)CNC(C(C)(C)C)=O